[4-(2-tert-butoxy-2-oxo-ethyl)phenyl]tetradecanoate C(C)(C)(C)OC(CC1=CC=C(C=C1)OC(CCCCCCCCCCCCC)=O)=O